[C@@H]1([C@H](O)[C@@H](O)[C@H](O)[C@H](O1)CO)N1C2=NC=NC=C2N=C1 9-β-D-glucopyranosylpurine